(±)-3-(((4'-cyano-[1,1'-biphenyl]-4-yl)oxy)methyl)-1-(4-methoxybenzoyl)pyrrolidine-3-carboxylic acid C(#N)C1=CC=C(C=C1)C1=CC=C(C=C1)OC[C@@]1(CN(CC1)C(C1=CC=C(C=C1)OC)=O)C(=O)O |r|